S1C(=NC2=C1C=CC=C2)CNC(=O)C2=CC=1C(=NC=CC1C=1C=NC=C(C1)C1=CC=C(C=C1)N1C(CCC1)=O)N2 N-(benzo[d]thiazol-2-ylmethyl)-4-(5-(4-(2-oxopyrrolidin-1-yl)phenyl)pyridin-3-yl)-1H-pyrrolo[2,3-b]pyridine-2-carboxamide